2-(4-(3-bromo-1H-1,2,4-triazol-1-yl)phenyl)acetonitrile BrC1=NN(C=N1)C1=CC=C(C=C1)CC#N